C(CCCCCCCCCCC)C=C(C(=O)O)C.C(C(=C)C)(=O)O methacrylate (lauryl methacrylate)